(1S,3aR,6aS)-N-((S)-4-hydroxy-3-oxo-1-((S)-2-oxopiperidin-3-yl)butan-2-yl)-2-(2-oxo-2-(o-tolylamino)acetyl)octahydrocyclopenta[c]pyrrole-1-carboxamide OCC([C@H](C[C@H]1C(NCCC1)=O)NC(=O)[C@H]1N(C[C@H]2[C@@H]1CCC2)C(C(NC2=C(C=CC=C2)C)=O)=O)=O